[C@H](C)(CC)[C@@H]1N=C(C2=C(N(C1=O)CC(=O)O)C=CC(=C2)Cl)C(C)C 2-((S)-3-((S)-sec-butyl)-7-chloro-5-isopropyl-2-oxo-2,3-dihydro-1H-benzo[e][1,4]diazepin-1-yl)acetic acid